6-(2,6-difluoro-4-(2-methyl-7-((methylthio)methoxy)-2H-indazol-4-yl)benzyl)-6,7-dihydro-5H-pyrrolo[3,4-b]pyridin-5-one-7,7-d2 FC1=C(CN2C(C3=NC=CC=C3C2=O)([2H])[2H])C(=CC(=C1)C=1C2=CN(N=C2C(=CC1)OCSC)C)F